O1CCN(CC1)C1=C(CN2CCN(CC2)C(=O)N2N=C(C=C2)C(=O)N)C=CC=C1C(F)(F)F 1-(4-(2-morpholino-3-(trifluoromethyl)benzyl)piperazine-1-carbonyl)-1H-pyrazole-3-carboxamide